1,2,3,4,6,9,9a,10-octahydro-1,4a,8a-triaza-anthracene-7-carboxylic acid-4-fluoro-benzylamide FC1=CC=C(CNC(=O)C=2CC=C3CN4CCCNC4CN3C2)C=C1